COC1CN(C1)C1=C(C2=C(OCCO2)C=C1)C=O 6-(3-Methoxyazetidin-1-yl)-2,3-dihydrobenzo[b][1,4]dioxin-5-carbaldehyde